naphtho[1,2-b]benzofuran-7-yl-boric acid C1=CC=CC=2C=CC3=C(OC4=C3C(=CC=C4)OB(O)O)C12